ClC1=NC(=CC(=C1)SC1CC1)Cl 2,6-dichloro-4-cyclopropylsulfanyl-pyridine